1,3,5-tris(mercaptomethoxy)benzene SCOC1=CC(=CC(=C1)OCS)OCS